(E)-1,3-thiazol-4(5H)-one S1C=NC(C1)=O